ClC1=CC(=C(C(=O)N2C[C@H](N(CC2)C2=C(C(=O)NCCNC)C=C(C=C2)C=2C(=NC=CC2)OCC)CC)C=C1)C(F)(F)F 2-[(2R)-4-[4-chloro-2-(trifluoromethyl)benzoyl]-2-ethylpiperazin-1-yl]-5-(2-ethoxypyridin-3-yl)-N-[2-(methylamino)ethyl]benzamide